CN1CCC(CC1)CCC(=O)N1CC=2N=CN=CC2CC1 7-(3-(1-methylpiperidin-4-yl)propanoyl)-5,6,7,8-tetrahydropyrido[3,4-d]pyrimidine